[Sb].[Co].[Pb] lead cobalt antimony